FC1=CC=C(C=C1)C=1N=CN(C1C1=C2C(=NC=C1)NC=C2)CC2=CN=CN2C 4-(4-(4-fluorophenyl)-1-((1-methyl-1H-imidazol-5-yl)methyl)-1H-imidazole-5-yl)-1H-pyrrolo[2,3-b]Pyridine